N1C=NC=C1[C@@H](CC)N1C(N=C(C2=CC=C(C=C12)C(F)(F)F)N(C)C)=O |r| racemic-1-(1-(1H-imidazol-5-yl)propyl)-4-(dimethylamino)-7-(trifluoromethyl)quinazolin-2(1H)-one